FC1=C(COC2=CC=C(C=O)C=C2)C=CC=C1C1=C(C=CC(=C1)F)F 4-[2-fluoro-3-(2,5-difluorophenyl)benzyloxy]Benzaldehyde